C(CCC)(=O)C1=CC(=C(C=N1)C=1C=2N(C3=CC(=NC=C3C1)NC(OC(C)(C)C)=O)C=CN2)C tert-butyl (4-(6-butyryl-4-methylpyridin-3-yl)imidazo[1,2-a][1,6]naphthyridin-8-yl)carbamate